CC=1C=2N(C=C(C1)C1=CC(=NN1)C(=O)NC1CCNCC1)N=CN2 5-(8-methyl-[1,2,4]triazolo[1,5-a]pyridin-6-yl)-N-(piperidin-4-yl)-1H-pyrazole-3-carboxamide